FC1=C(C(=O)NC=2SC3=C(N2)C(=CC=C3)OC)C(=CC(=C1)NCCO)F 2,6-difluoro-4-((2-hydroxyethyl)amino)-N-(4-methoxybenzo[d]thiazol-2-yl)benzamide